SCC1=C(C=CC=C1)CS 1,2-bis(Mercaptomethyl)benzol